FC=1C(=CC(=NC1)C=1N=C(C2=C(N1)CCC2)N(CC(=O)NC=2C=NC(=CC2)C)C)OC 2-{[2-(5-fluoro-4-methoxypyridin-2-yl)-5H,6H,7H-cyclopenta[d]pyrimidin-4-yl](methyl)amino}-N-(6-methylpyridin-3-yl)acetamide